C(C)(C)(C)OC(=O)N1[C@H]([C@]2(CCOC(N2)=O)CCC1)COC1CCC(CC1)C1=C(C=CC=C1)OCC(=O)OC(C)(C)C |o1:8,9| tert-butyl-rel-(6R,7R)-2-oxo-7-({[(1s,4s)-4-{2-[2-(tert-butoxy)-2-oxoethoxy]phenyl}cyclohexyl]oxy}methyl)-3-oxa-1,8-diazaspiro[5.5]undecane-8-carboxylate